ClC=1C(=CC(=C(C1)S(=O)(=O)NC=1SC=CN1)F)NCCCCN[C@@H](C)[C@H]1NCCC1 5-chloro-2-fluoro-4-{[4-({(1S)-1-[(2S)-pyrrolidin-2-yl]ethyl}amino)butyl]-amino}-N-1,3-thiazol-2-yl-benzenesulfonamide